[1-(2,6-Dioxopiperidin-3-yl)-3-methyl-2-oxo-1,3-benzodiazol-5-yl]-5,6-dihydro-2H-pyridine-1-carboxylic acid tert-butyl ester C(C)(C)(C)OC(=O)N1C(C=CCC1)C1=CC2=C(N(C(N2C)=O)C2C(NC(CC2)=O)=O)C=C1